L-α-methylaspartate C[C@](N)(CC(=O)[O-])C(=O)[O-]